(S)-2-(1-(2-(1,3,4-thiadiazol-2-yl)-5-oxa-2-azaspiro[3.4]oct-7-yl)piperidin-4-yl)-4-fluorophenol S1C(=NN=C1)N1CC2(C1)OC[C@H](C2)N2CCC(CC2)C2=C(C=CC(=C2)F)O